N1CCC(=CC1)C=1C=CC=2N=CN=C(C2N1)N 6-(1,2,3,6-tetrahydropyridin-4-yl)pyrido[3,2-d]Pyrimidin-4-amine